tert-Butyl 3-hydroxy-4-(piperidin-1-yl)pyrrolidine-1-carboxylate OC1CN(CC1N1CCCCC1)C(=O)OC(C)(C)C